CS(=O)(=O)N1CCN(CC1)C12CC(C1)(C2)C(=O)OC methyl 3-(4-(methylsulfonyl)piperazin-1-yl)bicyclo[1.1.1]pentane-1-carboxylate